4-bromo-1-(4,5-dibromothiazol-2-yl)-3-methyl-1H-pyrazole-5-carboxylic acid methyl ester COC(=O)C1=C(C(=NN1C=1SC(=C(N1)Br)Br)C)Br